octadecyldiethyl-(3-trimethoxysilylpropyl)ammonium chloride [Cl-].C(CCCCCCCCCCCCCCCCC)[N+](CCC[Si](OC)(OC)OC)(CC)CC